tert-Butyl 3-{4-[2-(ethoxycarbonyl)-4-fluorophenyl]-1-methyl-1H-indazol-6-yl}piperidine-1-carboxylate C(C)OC(=O)C1=C(C=CC(=C1)F)C1=C2C=NN(C2=CC(=C1)C1CN(CCC1)C(=O)OC(C)(C)C)C